C(C)C1=C2C3=CN=C(C(O[C@@H](C4=CC(=CC=C4C=4N=CC(=CC4CN2N=N1)F)F)C)=C3)N (20R)-3-ethyl-10,17-difluoro-20-methyl-21-oxa-4,5,6,12,24-pentaazapentacyclo[20.3.1.02,6.08,13.014,19]hexacosa-1(25),2,4,8(13),9,11,14,16,18,22(26),23-undecaen-23-amine